2-(4-bromophenyl)-6-((2-fluoro-4-(trifluoromethyl)phenyl)carbamoyl)-4-hydroxy-4-(3-oxopropyl)cyclohexane-1-carboxylic acid BrC1=CC=C(C=C1)C1C(C(CC(C1)(CCC=O)O)C(NC1=C(C=C(C=C1)C(F)(F)F)F)=O)C(=O)O